[3-(1,3-benzothiazol-2-yl)-6,7,9,9a-tetrahydro-1H-pyrazino[2,1-c][1,4]oxazin-8-yl]-(2-chloro-3-methoxyphenyl)methanone S1C(=NC2=C1C=CC=C2)C2=CN1C(CO2)CN(CC1)C(=O)C1=C(C(=CC=C1)OC)Cl